N-acetoxy-1-[9-Ethyl-6-(2-methylbenzoyl)-9H-carbazole-3-yl]ethane-1-imine C(C)(=O)ON=C(C)C=1C=CC=2N(C3=CC=C(C=C3C2C1)C(C1=C(C=CC=C1)C)=O)CC